CC1=CCC(C(C1)C=1C(=C(C(=CC1CCCCC)O)C1C(CCC(=C1)C)C(=C)C)O)C(=C)C 5,5''-dimethyl-6'-pentyl-2,2''-di(prop-1-en-2-yl)-1,1'',2,2'',3,3'',4'',6-octahydro-[1,1':3',1''-terphenyl]-2',4'-diol